OC1=C(C(=O)C2=CC=CC=C2)C=C(C(=C1)O)[N+](=O)[O-] 2,4-dihydroxy-5-nitro-benzophenone